CS(=O)(=O)O.ClC1=CC=C(C=C1)NC([C@H](C)C1CCC(CC1)C1=CC=NC2=CC=C(C=C12)F)=O (R)-N-(4-chlorophenyl)-2-((1S,4S)-4-(6-fluoroquinolin-4-yl)cyclohexyl)propionamide methanesulfonate